9-((1r,4r)-4-aminocyclohexyl)-2-chloro-7-methyl-7,9-dihydro-8H-purin-8-one NC1CCC(CC1)N1C2=NC(=NC=C2N(C1=O)C)Cl